3-((2r,5s)-4-(6-cyano-1-methyl-2-oxo-1,2-dihydropyrido[3,2-d]pyrimidin-4-yl)-2,5-diethylpiperazin-1-yl)-N-methyl-N-(1-methylpiperidin-4-yl)-3-(4-(trifluoromethyl)phenyl)propionamide C(#N)C=1C=CC=2N(C(N=C(C2N1)N1C[C@H](N(C[C@@H]1CC)C(CC(=O)N(C1CCN(CC1)C)C)C1=CC=C(C=C1)C(F)(F)F)CC)=O)C